Cl.C12OCC(CC1)(CC2)CO[C@@H]([C@@H](C(=O)NC)NC(=O)[C@@H]2CN(CC21CNC1)C(=O)C1=CN=CS1)C (S)-N-((2S,3R)-3-(2-oxabicyclo[2.2.2]octan-4-ylmethoxy)-1-(methylamino)-1-oxobutan-2-yl)-6-(thiazole-5-carbonyl)-2,6-diazaspiro[3.4]octane-8-carboxamide hydrochloride